N2-methylphthalamid CNC(C=1C(C(=O)N)=CC=CC1)=O